{4-[2-(2-chloro-3-fluorophenyl)acetylamino]pyridin-2-yl}-N-(3-chloro-4-methylphenyl)acetamide ClC1=C(C=CC=C1F)CC(=O)NC1=CC(=NC=C1)CC(=O)NC1=CC(=C(C=C1)C)Cl